Tert-butyl (2S)-2-[[3-(5-chlorothiazol-2-yl)-5-methoxycarbonyl-phenoxy] methyl]morpholine-4-carboxylate ClC1=CN=C(S1)C=1C=C(OC[C@@H]2CN(CCO2)C(=O)OC(C)(C)C)C=C(C1)C(=O)OC